C(N)(O[C@H](C1=C2C(=NC=3C=C(C(=CC13)C)F)C1=CC3=C(C(N1C2)=O)COC(C3(O)CC)=O)C3=CC=C(C=C3)[N+](=O)[O-])=O 4-nitrophenyl-(S)-((4-ethyl-8-fluoro-4-hydroxy-9-methyl-3,14-dioxo-3,4,12,14-tetrahydro-1H-pyrano[3',4':6,7]indolizino[1,2-b]quinolin-11-yl) methyl) carbamate